ClC1=CC=C(CNC(=O)[C@H]2CN(CCC2)C=2C=3C(N=CN2)=NN(C3)C3=CC=C(C=C3)C)C=C1 (R)-N-(4-chlorobenzyl)-1-(2-(p-tolyl)-2H-pyrazolo[3,4-d]pyrimidin-4-yl)piperidine-3-carboxamide